1'-(6-chloropyrido[3,2-d]pyrimidin-4-yl)spiro[cyclohexane-1,3'-indoline]-5'-carbonitrile ClC=1C=CC=2N=CN=C(C2N1)N1CC2(C3=CC(=CC=C13)C#N)CCCCC2